ClC=1C(=C(C(=CC1)C(F)F)C1=CN=C(C(=N1)C(=O)NC=1C=NN(C1)CC=1C=NC(=NC1)N1C([C@@H]2C[C@@H]2C1)=O)COC1CC1)F 6-(3-chloro-6-(difluoromethyl)-2-fluorophenyl)-3-(cyclopropoxymethyl)-N-(1-((2-((1r,5s)-2-oxo-3-azabicyclo[3.1.0]hex-3-yl)pyrimidin-5-yl)methyl)-1H-pyrazol-4-yl)pyrazine-2-carboxamide